CC=1SC(=CN1)C=1C=CC(=C(C1)O)C=1N=NC(=CC1)N1C[C@H](CC1)N[C@H]1COCC1 5-(2-methyl-1,3-thiazol-5-yl)-2-{6-[(3S)-3-[(3R)-oxolan-3-ylamino]pyrrolidin-1-yl]pyridazin-3-yl}phenol